di[4-(1-methyl-1-phenylethyl)phenyl] carbonate C(OC1=CC=C(C=C1)C(C)(C1=CC=CC=C1)C)(OC1=CC=C(C=C1)C(C)(C1=CC=CC=C1)C)=O